C(C)OC(=O)C1=C(N=C(N=N1)SC)O 5-hydroxy-3-(methylthio)-1,2,4-triazine-6-carboxylic acid ethyl ester